1-(4-(4-(6-chloroimidazo[1,2-b]pyridazin-3-yl)pyridin-2-yl)piperazin-1-yl)ethan-1-one ClC=1C=CC=2N(N1)C(=CN2)C2=CC(=NC=C2)N2CCN(CC2)C(C)=O